C(C)N1CC(O[Sn]2(OCC1)OCCN(CCO2)CC)(C)C 4,12-diethyl-2,2-dimethyl-1,7,9,15-tetraoxa-4,12-diaza-8-stannaspiro[7.7]pentadecane